N1(CCC1)CCC1=CC(=C(C=C1)N1C=NC(=C1)C1=NC(=NC=C1C(F)(F)F)NC1CCN(CC1)S(=O)(=O)C)Cl 4-(1-(4-(2-(Azetidin-1-yl)ethyl)-2-chloro-phenyl)-1H-imidazol-4-yl)-N-(1-(methyl-sulfonyl)piperidin-4-yl)-5-(trifluoro-methyl)pyrimidin-2-amine